ClC=1C(=CC2=C(OC(O2)(C)C)C1)CNO N-[(6-chloro-2,2-dimethyl-1,3-benzodioxol-5-yl)methyl]hydroxylamine